(S)-3-(1-cyclopentyl-5-(3-(trifluoromethyl)pyridin-2-yl)-1H-pyrazole-3-carboxamido)-5-(3,3-difluoropiperidin-1-yl)pentanoic acid C1(CCCC1)N1N=C(C=C1C1=NC=CC=C1C(F)(F)F)C(=O)N[C@H](CC(=O)O)CCN1CC(CCC1)(F)F